Pentenenitrile C(C=CCC)#N